N1C(=CC2=CC=CC=C12)C(=O)N1[C@@H]([C@@H]2[C@H](C1)CCC2)C(=O)N[C@H](C=O)C[C@H]2C(NCC2)=O (1S,3aR,6aS)-2-(1H-indole-2-carbonyl)-N-((S)-1-oxo-3-((S)-2-oxopyrrolidin-3-yl)propan-2-yl)octahydrocyclopenta[c]pyrrole-1-carboxamide